(1S,3R)-3-amino-N-(4-bromo-5-chloro-2-pyridyl)cyclohexanecarboxamide N[C@H]1C[C@H](CCC1)C(=O)NC1=NC=C(C(=C1)Br)Cl